ClC1=C(C(=O)N2COC3=C(C2)C=CC=C3C3=CC(=C(C(=O)OC)C=C3)N3CCOCC3)C(=CC(=C1)C=1C=NNC1)Cl methyl 4-[3-[2,6-dichloro-4-(1H-pyrazol-4-yl)benzoyl]-2,4-dihydro-1,3-benzoxazin-8-yl]-2-morpholin-4-ylbenzoate